CC(CC=NSC(C)(C)C)(C)C N-(3,3-dimethylbutylidene)-2-methylpropane-2-sulfenamide